COC1=CC=C(OCC2=NN=C(S2)N)C=C1 5-((4-methoxyphenoxy)methyl)-1,3,4-thiadiazol-2-amine